3-(tert-butyl) 7-ethyl 3-azabicyclo[4.1.0]heptane-3,7-dicarboxylate C12CN(CCC2C1C(=O)OCC)C(=O)OC(C)(C)C